C(C)(C)(C)[Si](C)(C)OC1CC(C1)C#C Tert-butyl-((1S,3S)-3-ethynylcyclobutoxy)dimethylsilane